C(C=C)N1N(C2=NC(=NC=C2C1=O)SC)C1=CC=C2C(=N1)C(CC2)O 2-allyl-1-(7-hydroxy-6,7-dihydro-5H-cyclopenta[b]pyridin-2-yl)-6-(methylsulfanyl)-1,2-dihydro-3H-pyrazolo[3,4-d]pyrimidin-3-one